NCC1=NN2C(C=C(C=C2C2=CC=C(C=C2)F)C2=CC=C(C=C2)C(=O)N2CCC(CC2)(F)F)=C1 (4-(2-(aminomethyl)-7-(4-fluorophenyl)pyrazolo[1,5-a]pyridin-5-yl)phenyl)(4,4-difluoropiperidin-1-yl)methanone